ClC1=C(C=CC=C1Cl)C(C)(C)NC(CC1N(CCC1)C(=O)[O-])=O 2-(2-((2-(2,3-dichlorophenyl)propan-2-yl)amino)-2-oxoethyl)pyrrolidine-1-carboxylate